(4-hydroxy-3-nitro-5-(trifluoromethyl)benzyl)((1R,2R)-2-hydroxycyclopentyl)carbamic acid tert-butyl ester C(C)(C)(C)OC(N([C@H]1[C@@H](CCC1)O)CC1=CC(=C(C(=C1)C(F)(F)F)O)[N+](=O)[O-])=O